FC=1C=C(OC=2C=CC(=NC2)NS(=O)(=O)N2C(OCC2)=O)C=CC1F N-[5-(3,4-difluorophenoxy)-2-pyridyl]-2-oxo-oxazolidine-3-sulfonamide